BrC1=CC=C(C=C1)C(C(=O)OC)CCC(=O)OC Dimethyl 2-(4-bromophenyl)pentanedioate